platinum tetrakis(triphenylphosphine) C1(=CC=CC=C1)P(C1=CC=CC=C1)C1=CC=CC=C1.C1(=CC=CC=C1)P(C1=CC=CC=C1)C1=CC=CC=C1.C1(=CC=CC=C1)P(C1=CC=CC=C1)C1=CC=CC=C1.C1(=CC=CC=C1)P(C1=CC=CC=C1)C1=CC=CC=C1.[Pt]